C(C)SC1=NN2C(N=CC=C2C2=CC(=CC=C2)F)=C1C1=NC2=C(C=NC(=C2)C(F)(F)F)N1C 2-(2-(ethylthio)-7-(3-fluorophenyl)pyrazolo[1,5-a]pyrimidin-3-yl)-3-methyl-6-(trifluoromethyl)-3H-imidazo[4,5-c]pyridine